N-benzyl-N-methoxy-methyl-1H-pyrazole-4-carboxamide C(C1=CC=CC=C1)N(C(=O)C=1C=NN(C1)C)OC